2,4,7-tris(benzhydryl)naphthalene-1-amine C(C1=CC=CC=C1)(C1=CC=CC=C1)C1=C(C2=CC(=CC=C2C(=C1)C(C1=CC=CC=C1)C1=CC=CC=C1)C(C1=CC=CC=C1)C1=CC=CC=C1)N